FC(SC=1N=C2N(N1)[C@@H](C[C@@H]2F)C2=C(C=CC=C2)F)F (5S,7S)-2-(difluoromethylthio)-7-fluoro-5-(2-fluorophenyl)-6,7-dihydro-5H-pyrrolo[1,2-b][1,2,4]triazole